C(=O)C1(CC1)CC#N 2-(1-Formyl-cyclopropyl)acetonitrile